C(C)(=O)N1CCC(CC1)C=1N=CN2C1N(C(C1=CC(=CC(=C21)C(C)NC=2C(=NC(=CC2)Cl)C=2N=NN(N2)C([2H])([2H])[2H])C)=O)C 3-(1-Acetylpiperidin-4-yl)-9-(1-((6-chloro-2-(2-(methyl-d3)-2H-tetrazol-5-yl)pyridin-3-yl)amino)ethyl)-4,7-dimethylimidazo[1,5-a]quinazolin-5(4H)-one